(1r,3r)-2,2,4,4-tetramethyl-3-((3-(trifluoromethyl)-[1,2,4]triazolo[4,3-b]pyridazin-6-yl)oxy)cyclobutane-1-amine CC1(C(C(C1OC=1C=CC=2N(N1)C(=NN2)C(F)(F)F)(C)C)N)C